1-(4-(8-chloro-4-(3-(dimethylamino)azetidin-1-yl)-6-fluoro-7-(3-hydroxynaphthalen-1-yl)-1H-imidazo[4,5-c]quinolin-1-yl)piperidin-1-yl)prop-2-en-1-one ClC1=CC=2C3=C(C(=NC2C(=C1C1=CC(=CC2=CC=CC=C12)O)F)N1CC(C1)N(C)C)N=CN3C3CCN(CC3)C(C=C)=O